(3-((2,6-dimethoxyphenyl)sulfonamido)-4-methoxybenzo[d]isoxazol-6-yl)boronic acid COC1=C(C(=CC=C1)OC)S(=O)(=O)NC1=NOC2=C1C(=CC(=C2)B(O)O)OC